(S)-7-((6-((dimethylamino)-methyl)-5-(tetrahydrofuran-3-yl)pyridin-2-yl)amino)-4-(1H-pyrrolo[2,3-b]pyridin-4-yl)-2,3-dihydro-1H-pyrrolo[3,4-c]pyridin-1-one CN(C)CC1=C(C=CC(=N1)NC=1C2=C(C(=NC1)C1=C3C(=NC=C1)NC=C3)CNC2=O)[C@H]2COCC2